NC1=NN2C(N=CC=C2)=C1C(=O)N[C@@H](C)C=1N(C(C2=C(C=CC=C2C1)C#CC1CN(C(C1)=O)CC1=C(C=C(C=C1)OC)OC)=O)C1=CC=CC=C1 2-amino-N-((1S)-1-(8-(2-(1-((2,4-dimethoxyphenyl)methyl)-5-oxopyrrolidine-3-yl)ethynyl)-1-oxo-2-phenylisoquinolin-3-yl)ethyl)pyrazolo[1,5-a]pyrimidine-3-carboxamide